(S)-N-(5-methyl-4-oxo-7-((tetrahydro-2H-pyran-4-yl)ethynyl)-2,3,4,5-tetrahydrobenzo[b][1,4]oxazepin-3-yl)-4-(pyridin-3-yloxy)picolinamide CN1C2=C(OC[C@@H](C1=O)NC(C1=NC=CC(=C1)OC=1C=NC=CC1)=O)C=CC(=C2)C#CC2CCOCC2